CN1C=C(C2=CC=CC=C12)C1(CC1)C1=C(C(=O)N)C=CC=C1 (1-(1-methyl-1H-indol-3-yl)cyclopropyl)benzamide